(3as,8ar)-2-(2-(diphenylphosphino)-5-(trifluoromethyl)phenyl)-3a,8a-dihydro-8H-indeno[1,2-d]oxazole C1(=CC=CC=C1)P(C1=C(C=C(C=C1)C(F)(F)F)C=1O[C@H]2[C@@H](N1)C=1C=CC=CC1C2)C2=CC=CC=C2